(2-methoxy-5-methyl-6,6a,7,8,9,10,12,13-octahydro-5H-6,9-methanopyrido[1',2':1,2]azepino[4,5-b]indol-7-yl)methanol formate C(=O)OCC1CC2CN3C1C(C=1N(C4=CC=C(C=C4C1CC3)OC)C)C2